The molecule is a triterpenoid that is squalene substituted at position 12 by a hydroxy group (the R-enantiomer). It has a role as a bacterial metabolite. It is a triterpenoid and a secondary alcohol. It derives from a hydride of a squalene. CC(=CCC/C(=C/CC/C(=C/C[C@H](/C=C(\\C)/CC/C=C(\\C)/CCC=C(C)C)O)/C)/C)C